FC1=C(C(=NC=C1C(=O)O)OC)F 4,5-difluoro-6-methoxynicotinic acid